3-bromo-6-fluoro-5-(4-(isopropylsulfonyl)phenyl)pyridin-2-amine BrC=1C(=NC(=C(C1)C1=CC=C(C=C1)S(=O)(=O)C(C)C)F)N